C(C1=CC=CC=C1)OC(CC[C@@H](C(=O)NC1=CC=C(C=C1)N1CCOCC1)NS(=O)(=O)C1=CC=C(C=C1)C)=O (S)-4-(4-methylphenylsulfonamido)-5-(4-morpholinophenylamino)-5-oxopentanoic acid benzyl ester